2-((1r,3r)-3-(3-chloro-4-cyanophenoxy)-2,2,4,4-tetramethylcyclobutyl)-1-oxoisooctanol ClC=1C=C(OC2C(C(C2(C)C)C(C(O)=O)CCCC(C)C)(C)C)C=CC1C#N